C1(CCCC1)C(=O)N1C[C@@H]([C@@H](CC1)C)N(C1=C2C(=NC=C1C(=O)OC)NC=C2)C methyl 4-(((3R,4R)-1-(cyclopentanecarbonyl)-4-methylpiperidin-3-yl)(methyl)amino)-1H-pyrrolo[2,3-b]pyridine-5-carboxylate